(2S,4R)-4-fluoro-N-[(R) or (S)-[6-fluoro-5-(propan-2-yl)pyridin-2-yl][3-(1,3-oxazol-5-yl)phenyl]methyl]-1-[2-(1H-1,2,3-triazol-5-yl)acetyl]pyrrolidine-2-carboxamide F[C@@H]1C[C@H](N(C1)C(CC1=CN=NN1)=O)C(=O)N[C@H](C1=CC(=CC=C1)C1=CN=CO1)C1=NC(=C(C=C1)C(C)C)F |o1:17|